[Cl-].C(CCCCCCCCCCC)[N+](C(C1=CC=CC=C1)CC)(C)C dodecyl-dimethyl-(ethylbenzyl)ammonium chloride